C(C)NC1=CC=C(C(=N1)F)C1=NN2C(O[C@@H](CCC2)C)=C1C(=O)N[C@@H]1C(NC2=C(C(=N1)C1=CC=CC=C1)C=CC=C2F)=O (5R)-2-[6-(ethylamino)-2-fluoropyridin-3-yl]-N-[(3S)-9-fluoro-2-oxo-5-phenyl-1,3-dihydro-1,4-benzodiazepin-3-yl]-5-methyl-5,6,7,8-tetrahydropyrazolo[5,1-b][1,3]oxazepine-3-carboxamide